N-(4,4-dimethylcyclohexyl)-6-(4-methoxyphenyl)-1-(2-morpholinylethyl)-2-oxo-1,2-dihydro-1,8-naphthyridine-3-carboxamide CC1(CCC(CC1)NC(=O)C=1C(N(C2=NC=C(C=C2C1)C1=CC=C(C=C1)OC)CCN1CCOCC1)=O)C